C(C1=CC=CC=C1)N1CCCC(C1)(C)C (S)-1-benzyl-5,5-dimethylpiperidin